C(C)(C)(C)N(C(O)=O)[C@@H]1CC[C@H](CC1)NC1=NC=C(C(=N1)C1=CC(=NC=C1)C1(CCC1)O)F.C1(CCCC1)NCC(=O)N 2-(cyclopentylamino)acetamide trans-tert-butyl-(4-((5-fluoro-4-(2-(1-hydroxycyclobutyl)pyridin-4-yl)pyrimidin-2-yl)amino)cyclohexyl)carbamate